FC1(CCCC=2C(=NC(=NC12)N1[C@H](CC1)C)N1CC(CC1)CC(=O)OC)F methyl 2-(1-(8,8-difluoro-2-((S)-2-methylazetidin-1-yl)-5,6,7,8-tetrahydroquinazolin-4-yl)pyrrolidin-3-yl)acetate